(3-(3-bromobenzyl)-1,2,3-oxadiazol-3-ium-5-yl)((3-(trifluoromethyl)phenyl)carbamoyl)amide BrC=1C=C(C[N+]2=NOC(=C2)[N-]C(NC2=CC(=CC=C2)C(F)(F)F)=O)C=CC1